O1C=C(C=C1)C=1C=C(C=CC1)S(=O)(=O)N 3-(Furan-3-yl)benzenesulfonamide